NCCSSCCC(=O)O 3-((2-aminoethyl)dithio)propionic acid